C1(CCCC1)N1N=C(C=C1C1=C(C=CC=C1)C(C)(F)F)C(=O)N[C@H](CC(=O)O)CCN1C[C@H]([C@@H](C1)F)F (3S)-3-({1-cyclopentyl-5-[2-(1,1-difluoroethyl)phenyl]-1H-pyrazol-3-yl}formamido)-5-[trans-3,4-difluoropyrrolidin-1-yl]pentanoic acid